C1(CCCCC1)C1N(CC(CC1)C)C(C(=O)NC=1C=C(C(=NC1)NC(OC(C)(C)C)=O)C)=O tert-butyl N-[5-[[2-(2-cyclohexyl-5-methyl-1-piperidyl)-2-oxo-acetyl]amino]-3-methyl-2-pyridyl]carbamate